[Na+].C(CC)S(=O)[O-] propane-1-sulfinic acid sodium salt